(S)-2-(8-(5-(piperazin-1-yl)pyrimidin-2-yl)-6,6a,7,8,9,10-hexahydro-5H-pyrazino[1',2':4,5]pyrazino[2,3-c]pyridazin-2-yl)phenol N1(CCNCC1)C=1C=NC(=NC1)N1C[C@H]2N(C=3C(=NN=C(C3)C3=C(C=CC=C3)O)NC2)CC1